C(C)N(C1=CC=C(C=CC(=O)C=CC2=CC=C(C=C2)N(CC)CC)C=C1)CC 1,3-bis(4'-diethylaminobenzylidene)acetone